(3-(aminomethyl)-6-(2-chloro-5-fluorophenyl)-2-methyl-8-oxo-2,6,7,8-tetrahydropyrrolo[3,4-g]indazol-5-yl)-3-fluoro-5-(trifluoromethyl)benzamide NCC=1N(N=C2C3=C(C(=CC12)C1=C(C(=O)N)C=C(C=C1F)C(F)(F)F)C(NC3=O)C3=C(C=CC(=C3)F)Cl)C